FC(OC1=CC=C(C(=O)N2CCC(CC2)C2=C3C(=NC=C2)NC(=N3)C3(CCNCC3)C#N)C=C1)(F)F 4-[7-[1-[4-(trifluoromethoxy)benzoyl]-4-piperidyl]-3H-imidazo[4,5-b]pyridin-2-yl]piperidine-4-carbonitrile